O=CCCCCCCC(=O)O (E)-8-oxooctanoic acid